COC1=CC=C(C=C1)CN(C1=CC(=CC(=N1)C1=C(C=C2C(=NC(=NC2=C1F)F)N1C2CN(C(C1)C2)C(=O)OC(C)(C)C)Cl)C)CC2=CC=C(C=C2)OC tert-Butyl 5-[7-[6-[bis[(4-methoxyphenyl)methyl]amino]-4-methyl-2-pyridyl]-6-chloro-2,8-difluoro-quinazolin-4-yl]-2,5-diazabicyclo[2.2.1]heptane-2-carboxylate